ClC1=CC(=C(C=C1)C1OC2=C(O1)C=CC=C2C2CCN(CC2)CC2=NC1=C(N2C[C@H]2OCC2)C(=CC=C1)F)F 2-({4-[2-(4-Chloro-2-fluorophenyl)-1,3-benzodioxol-4-yl]piperidin-1-yl}methyl)-7-fluoro-1-[(2S)-oxetan-2-ylmethyl]-1H-benzimidazol